2-cyclopropanecarbonyl-3-hydroxy-5-(2-methylthioethyl)-cyclohex-2-enone C1(CC1)C(=O)C=1C(CC(CC1O)CCSC)=O